(9R,13S)-13-[4-(3-chloro-2,6-difluorophenyl)-6-oxo-1,6-dihydropyrimidin-1-yl]-9-methyl-4-(pyrimidin-5-yl)-3,4,7,15-tetraazatricyclo[12.3.1.02,6]Octadec-1(18),2,5,14,16-pentaen-8-one ClC=1C(=C(C(=CC1)F)C=1N=CN(C(C1)=O)[C@H]1CCC[C@H](C(NC2=CN(N=C2C=2C=CN=C1C2)C=2C=NC=NC2)=O)C)F